2-(5-fluoro-2-(tetrahydrofuran-3-yl)phenyl)-2-(3-((5-(5,6,7,8-tetrahydro-1,8-naphthyridin-2-yl)pentyl)oxy)azetidin-1-yl)acetic acid FC=1C=CC(=C(C1)C(C(=O)O)N1CC(C1)OCCCCCC1=NC=2NCCCC2C=C1)C1COCC1